C(C)(C)(C(COC1=C(C=CC=C1Br)Br)O)C(COC1=C(C=CC=C1Br)Br)O isopropylidenebis[2-(2,6-dibromophenoxy)ethanol]